CN1N=NC=2C1=NC=C(C2C)OC(CC)=O (3,7-dimethyl-3H-[1,2,3]triazolo[4,5-b]pyridin-6-yl)propanoate